FC=1C(=C(C=NC1)NCC=1C=C2N=CC=NC2=CC1)N1CCNCC1 5-Fluoro-4-(piperazin-1-yl)-N-(quinoxalin-6-ylmethyl)pyridin-3-amine